Methyl (E)-3-(3-(3-acetoxyprop-1-en-1-yl)phenyl)propanoate C(C)(=O)OC/C=C/C=1C=C(C=CC1)CCC(=O)OC